CCCCCCCCCCCCCCCCCCCCC(C(=O)N[C@@H](COP(=O)([O-])OCC[N+](C)(C)C)[C@@H]([C@@H](CCCCCCCCCCC(C)C)O)O)O The molecule is an N-acyl-4-hydroxy-15-methylhexadecasphinganine-1-phosphocholine in which the acyl group has 22 carbons and 0 double bonds and is 2-hydroxylated. It derives from a 15-methylhexadecaphytosphingosine.